6-(1,1'-biphenyl-3-yl)-4-[3,5-bis(9H-carbazol-9-yl)phenyl]-2-Phenylpyrimidine C1(=CC(=CC=C1)C1=CC(=NC(=N1)C1=CC=CC=C1)C1=CC(=CC(=C1)N1C2=CC=CC=C2C=2C=CC=CC12)N1C2=CC=CC=C2C=2C=CC=CC12)C1=CC=CC=C1